1,2-di(2-vinylphenyl)ethane C(=C)C1=C(C=CC=C1)CCC1=C(C=CC=C1)C=C